(4-(1-cyanocyclopropyl)phenyl)-6-fluoroquinoline-3-carboxylic acid C(#N)C1(CC1)C1=CC=C(C=C1)C1=NC2=CC=C(C=C2C=C1C(=O)O)F